C(N)(=N)C=1C=C(SC1)[C@@H](C)NC(=O)[C@H]1N(C[C@@H](C1)COC)C(CNC(C1=CC=C(C=C1)OC1=CC=C(C=C1)F)=O)=O |o1:16| (2S,4R*)-N-((R)-1-(4-carbamimidoylthiophen-2-yl)ethyl)-1-((4-(4-fluorophenoxy)benzoyl)glycyl)-4-(methoxymethyl)pyrrolidine-2-carboxamide